C(C1=CC=CC=C1)OC(=O)N(CC(=O)O)C(C)C N-((benzyloxy)carbonyl)-N-isopropylglycine